((2R,5S)-3,4,5-trihydroxy-2,3,4,5,6,6-hexamethyltetrahydro-2H-pyran-2-yl)methyl 5-((3aS,6aR)-2-oxohexa-hydro-1H-thieno[3,4-d]-imidazol-4-yl)pentanoate O=C1N[C@H]2[C@@H](N1)CSC2CCCCC(=O)OC[C@]2(OC([C@@](C(C2(C)O)(C)O)(C)O)(C)C)C